[Cl-].C(CCCCCCC\C=C/CCCCCCCC)(=O)C(C[N+](C)(C)C)CC(CCCCCCC\C=C/CCCCCCCC)=O (2,3-dioleoyl-propyl)-trimethylammonium chloride salt